[F].S(=O)(=O)(C1=CC=C(C)C=C1)OCOS(=O)(=O)C1=CC=C(C)C=C1 bis(tosyloxy)methane compound with fluorine